Tert-butyl (2S)-2-[({4-[({(2R)-5-[(3-chloro-2-ethylphenyl)carbamothioyl]-2-methyl-6-oxo-1,2,3,6-tetrahydropyridin-4-yl}amino)methyl]pyridin-3-yl}oxy)methyl]morpholine-4-carboxylate ClC=1C(=C(C=CC1)NC(=S)C1=C(C[C@H](NC1=O)C)NCC1=C(C=NC=C1)OC[C@@H]1CN(CCO1)C(=O)OC(C)(C)C)CC